7-benzyl-2,4-dichloro-7,8-dihydropyrido[3,4-d]pyrimidin-6(5H)-one C(C1=CC=CC=C1)N1CC=2N=C(N=C(C2CC1=O)Cl)Cl